FC=1C(=CC2=C(C(=NO2)NC(OCC(Cl)(Cl)Cl)=O)C1C1=C(C=C(C=C1F)F)F)F 2,2,2-Trichloroethyl [5,6-difluoro-4-(2,4,6-trifluorophenyl)-1,2-benzoxazol-3-yl]carbamate